ethyl 4-bromo-7-oxo-1-tosyl-6,7-dihydro-1H-pyrrolo[2,3-c]pyridine-2-carboxylate BrC=1C2=C(C(NC1)=O)N(C(=C2)C(=O)OCC)S(=O)(=O)C2=CC=C(C)C=C2